N1,N1-bis(4-(tert-butyl)phenyl)-N3-(2,2-dimethyl-2,3-dihydro-1H-inden-4-yl)benzene-1,3-diamine C(C)(C)(C)C1=CC=C(C=C1)N(C1=CC(=CC=C1)NC1=C2CC(CC2=CC=C1)(C)C)C1=CC=C(C=C1)C(C)(C)C